CC1(CCC(CN1)OC1=NC=2N(C(=N1)NCC=1C=C(C=CC1)NC(C1=CC(=CC=C1)NC(C(=C)F)=O)=O)N=CC2C(C)C)C N-(3-(((2-((6,6-dimethylpiperidin-3-yl)oxy)-8-isopropylpyrazolo[1,5-a][1,3,5]triazin-4-yl)amino)methyl)phenyl)-3-(2-fluoroacrylamido)benzamide